CC1(CNCCC1)C(=O)N 3-methylpiperidine-3-carboxamide